N-[4-(7-Fluoro-1,3-benzoxazol-2-yl)phenyl]bicyclo[1.1.1]pentan-1-carboxamid FC1=CC=CC=2N=C(OC21)C2=CC=C(C=C2)NC(=O)C21CC(C2)C1